4-bromo-3-(methoxymethoxy)-N-methylbenzamide BrC1=C(C=C(C(=O)NC)C=C1)OCOC